N1=CC(=CC2=CC=NC=C12)B(O)O 1,7-NAPHTHYRIDINE-3-BORONIC ACID